(3R)-3-[(benzyloxy)amino]-4-(2,4,5-trifluorophenyl)butanoic acid C(C1=CC=CC=C1)ON[C@@H](CC(=O)O)CC1=C(C=C(C(=C1)F)F)F